N-Benzyl-N-((1S,4r)-4-(((2S,5R)-5-((R)-(3-fluorophenyl)(hydroxy)-methyl)pyrrolidin-2-yl)methyl)cyclohexyl)methanesulfonamide hydrochloride Cl.C(C1=CC=CC=C1)N(S(=O)(=O)C)C1CCC(CC1)C[C@H]1N[C@H](CC1)[C@@H](O)C1=CC(=CC=C1)F